N-benzyl-3',4,5,5'-tetramethoxy-[1,1'-biphenyl]-2-sulfonamide C(C1=CC=CC=C1)NS(=O)(=O)C=1C(=CC(=C(C1)OC)OC)C1=CC(=CC(=C1)OC)OC